4-Trifluoromethylphenyl-quinazoline FC(C1=CC=C(C=C1)C1=NC2=CC=CC=C2C=N1)(F)F